tert-butyl rel-(2S,4aS,7aR)-2-(hydroxymethyl)-octahydrocyclopenta[b][1,4]oxazine-4-carboxylate OC[C@@H]1CN([C@@H]2[C@H](O1)CCC2)C(=O)OC(C)(C)C |o1:2,5,6|